ClC1=NC=2CC(NC(C2C=C1)=O)CC(C)(C)C 2-Chloro-7-neopentyl-7,8-dihydro-1,6-naphthyridin-5(6H)-one